bis(3,5-dimethylphenyl)phosphoric acid CC=1C=C(C=C(C1)C)OP(OC1=CC(=CC(=C1)C)C)(O)=O